2-methyl-4,6-bis(3,5-dicarboxyphenyl)amino-1,3,5-triazine CC1=NC(=NC(=N1)NC1=CC(=CC(=C1)C(=O)O)C(=O)O)NC1=CC(=CC(=C1)C(=O)O)C(=O)O